(trans)-5-hydroxy-2-(4-hydroxyphenyl)-3-methoxychroman-4-one OC1=C2C([C@H]([C@@H](OC2=CC=C1)C1=CC=C(C=C1)O)OC)=O